FC1=C(C=C(C(=C1F)C=1C=C2C=NC(=NC2=CC1)N[C@@H]1CNCCC1)C)NS(=O)(=O)CC1=CC=CC=C1 (S)-N-(2,3-Difluoro-5-methyl-4-(2-(piperidin-3-ylamino)quinazolin-6-yl)phenyl)-1-phenylmethanesulfonamide